4-(7-(3-(ethoxymethoxy)-8-ethynyl-7-fluoro-naphthalen-1-yl)-8-fluoro-2-(((2R,7aS)-2-fluorotetrahydro-1H-pyrrolizin-7a(5H)-yl)methoxy)pyrido[4,3-d]pyrimidin-4-yl)-1,4-oxazepane C(C)OCOC=1C=C(C2=C(C(=CC=C2C1)F)C#C)C1=C(C=2N=C(N=C(C2C=N1)N1CCOCCC1)OC[C@]12CCCN2C[C@@H](C1)F)F